(2S,4R)-N-((S)-1-amino-1-oxo-3-((S)-2-oxopyrrolidin-3-yl)propan-2-yl)-1-(O-(1-methylcyclobutyl)-L-threonyl)-4-(trifluoromethyl)pyrrolidine-2-carboxamide NC([C@H](C[C@H]1C(NCC1)=O)NC(=O)[C@H]1N(C[C@@H](C1)C(F)(F)F)C([C@@H](N)[C@H](OC1(CCC1)C)C)=O)=O